N[C@@H]1CCO[C@]12O[C@@H]([C@@H]([C@@H]([C@H]2O)N2N=CC(=C2)C2=CC(=C(C(=C2)F)F)F)O)CO (4R,5S,7R,8R,9S,10R)-4-amino-7-(hydroxymethyl)-9-(4-(3,4,5-trifluorophenyl)-1H-pyrazol-1-yl)-1,6-dioxaspiro[4.5]decane-8,10-diol